CN1C(NC2=CC=CC=C2C1C(F)(F)F)=O 3-methyl-4-(trifluoromethyl)-3,4-dihydroquinazolin-2(1H)-one